ClCC1=CC=CC2=CC=CC=C12 1-chloromethyl-naphthalene